2-amino-N-(3,4-dichlorophenyl)-6,7,8,9-tetrahydro-5H-5,8-epiminobenzo[7]annulene-10-carboxamide NC=1C=CC2=C(CC3CCC2N3C(=O)NC3=CC(=C(C=C3)Cl)Cl)C1